4-iodo-N-(8-(piperidin-4-yl)-1,7-naphthyridin-6-yl)-2-(6-azaspiro[2.5]octan-6-yl)benzamide hydrochloride Cl.IC1=CC(=C(C(=O)NC=2C=C3C=CC=NC3=C(N2)C2CCNCC2)C=C1)N1CCC2(CC2)CC1